methyl (2S)-2-amino-3-[(3S)-2-oxopyrrolidin-3-yl]propanoate hydrochloride Cl.N[C@H](C(=O)OC)C[C@H]1C(NCC1)=O